(S)-5-(2,3-diaminopropanamido)-N-(indolizin-2-ylmethyl)-2-methylbenzamide N[C@H](C(=O)NC=1C=CC(=C(C(=O)NCC=2C=C3C=CC=CN3C2)C1)C)CN